CC1=NN2C(N=CC3=C2NC2=CC=CC=C32)=C1SCCCCC 2-methyl-3-(pentylthio)-10H-pyrazolo[5',1':2,3]pyrimido[4,5-b]indole